BrC1=C(OC2CC(C2)CN2CC(C2)CC2CCN(CC2)C(=O)OCC2=CC=CC=C2)C=CC(=C1)C(C)(C)O benzyl 4-[[1-[[3-[2-bromo-4-(1-hydroxy-1-methyl-ethyl)phenoxy]cyclobutyl]methyl]azetidin-3-yl]methyl]piperidine-1-carboxylate